C(C)OC(CN1N=C(N=C1C(NC(CC)CC)=O)C1=CC(=CC=C1)C=1OC(=CN1)C(NC(CC)CC)=O)=O.NCC1C(NC(C1)CO)=O 3-(aminomethyl)-5-(hydroxymethyl)pyrrolidin-2-one Ethyl-2-(5-(Pentan-3-Ylcarbamoyl)-3-(3-(5-(Pentan-3-Ylcarbamoyl)Oxazol-2-Yl)Phenyl)-1H-1,2,4-Triazol-1-Yl)Acetate